C(C)(C)(C)OC(=O)N1[C@@H](CC(CC1)(O)C=1C=C2C=NN(C2=CC1)C1=CC=C(C=C1)F)C (2R)-4-(1-(4-fluorophenyl)-1H-indazol-5-yl)-4-hydroxy-2-methylpiperidine-1-carboxylic acid tert-butyl ester